1,3-bis({[1-(4-chlorophenyl)-1H-1,2,3,4-tetrazol-5-yl]methyl})-1,3-diazinan-2-one ClC1=CC=C(C=C1)N1N=NN=C1CN1C(N(CCC1)CC1=NN=NN1C1=CC=C(C=C1)Cl)=O